(R)-3-(4-(4-(t-Butoxycarbonyl)piperazin-1-yl)-6-chloropyrimidin-5-yl)butyric acid C(C)(C)(C)OC(=O)N1CCN(CC1)C1=NC=NC(=C1[C@@H](CC(=O)O)C)Cl